(4Z)-8-[(4,6-difluoroindolin-1-yl)methyl]-4-hydroxyimino-N,N-dimethyl-2-morpholino-chromene-6-carboxamide FC1=C2CCN(C2=CC(=C1)F)CC=1C=C(C=C2\C(\C=C(OC12)N1CCOCC1)=N/O)C(=O)N(C)C